C(#N)C1=CC(=C(COC2=CC=CC(=N2)N2C[C@@H](N(CC2)CC2=NC=3C(=NC(=CC3)C(=O)O)N2CC=2OC=CN2)C)C=C1)F 2-{[(2S)-4-{6-[(4-cyano-2-fluorobenzyl)oxy]pyridin-2-yl}-2-methylpiperazin-1-yl]methyl}-3-(1,3-oxazol-2-ylmethyl)-3H-imidazo[4,5-b]pyridine-5-carboxylic acid